isodecyl salicylate C(C=1C(O)=CC=CC1)(=O)OCCCCCCCC(C)C